3-acryl-1,3'-dimethyl-4-methoxybenzophenone C(=O)(C=C)C=1CC(C(=O)C2=CC(=CC=C2)C)(C=CC1OC)C